ethyl 4-(((1R,4R)-4-hydroxycyclohexyl)amino)-1H-pyrrolo[2,3-b]pyridine-5-carboxylate OC1CCC(CC1)NC1=C2C(=NC=C1C(=O)OCC)NC=C2